chloro-3-methylpyrazine-2-carboxylate ClC=1N=C(C(=NC1)C(=O)[O-])C